3,4-dichloro-2-fluoroaniline ClC=1C(=C(N)C=CC1Cl)F